3-carboxy-2,1-benzisoxazole C(=O)(O)C=1ON=C2C1C=CC=C2